FC1=C(C=C(C(=C1)OC1=CC=NC2=CC(=C(C=C12)OC)OCCNC)F)C1=NC=CC(=C1C(=O)N)OCCC (2,5-difluoro-4-((6-methoxy-7-(2-(methylamino)ethoxy)quinolin-4-yl)oxy)phenyl)-4-propoxypyridine-3-carboxamide